6-(5,5-dimethyl-2-oxo-1,3-oxazolidin-3-yl)-N-(1-methylindazol-7-yl)pyridine-3-sulfonamide CC1(CN(C(O1)=O)C1=CC=C(C=N1)S(=O)(=O)NC=1C=CC=C2C=NN(C12)C)C